Pyrrole-1-carboxamide hydrochloride Cl.N1(C=CC=C1)C(=O)N